OC(COCCC[SiH3])CO 3-(2,3-dihydroxypropoxy)propyl-silane